ClC=1C(=C(C=CC1)C(C)=NS(=O)C(C)(C)C)F N-[1-(3-chloro-2-fluoro-phenyl)ethylidene]-2-methyl-propane-2-sulfinamide